6-Ethoxy-2-[2-(8-Hydroxyquinolin-4-yl)-vinyl]-1-methylquinolinium trifluoromethanesulfonate FC(S(=O)(=O)[O-])(F)F.C(C)OC=1C=C2C=CC(=[N+](C2=CC1)C)C=CC1=CC=NC2=C(C=CC=C12)O